(S)-7-(3-(benzyloxy) naphthalen-1-yl)-2-((1-methylpyrrolidin-2-yl) methoxy)-5,6,7,8-tetrahydropyrido[3,4-d]pyrimidin-4-yl trifluoromethanesulfonate FC(S(=O)(=O)OC=1C2=C(N=C(N1)OC[C@H]1N(CCC1)C)CN(CC2)C2=CC(=CC1=CC=CC=C21)OCC2=CC=CC=C2)(F)F